((6-chloro-4-(((1s,4s)-4-hydroxycyclohexyl)amino)pyridin-3-yl)ethynyl)tetrahydrofuran-3-ol ClC1=CC(=C(C=N1)C#CC1OCCC1O)NC1CCC(CC1)O